C1(CCCCC1)P(=O)(OC1=CS(C=C1F)(=O)=O)C1CCCCC1 3-dicyclohexylphosphinyloxy-4-fluorothiophene-1,1-dioxide